3-(5-(1,3,4-oxadiazol-2-yl)pyridin-3-yl)phenyl cycloheptylcarbamate C1(CCCCCC1)NC(OC1=CC(=CC=C1)C=1C=NC=C(C1)C=1OC=NN1)=O